(S)-4-isopropyloxazole-2,5-dione C(C)(C)C1=NC(OC1=O)=O